C1C(CC2=CC=CC=C12)NC1=NC=C(C=N1)N1CCN(CC1)CC(=O)NC1=CC2=C(NC(O2)=O)C=C1 2-(4-[2-[(2,3-dihydro-1H-inden-2-yl)amino]pyrimidin-5-yl]piperazin-1-yl)-N-(2-oxo-2,3-dihydro-1,3-benzoxazol-6-yl)acetamide